ethyl 2-(2,5-dimethoxyphenyl)acetate COC1=C(C=C(C=C1)OC)CC(=O)OCC